2-{4-[(2,6-dioxopiperidin-3-yl)carbamoyl]-2-methyl-1H-1,3-benzodiazol-1-yl}acetic acid hydrochloride Cl.O=C1NC(CCC1NC(=O)C1=CC=CC=2N(C(=NC21)C)CC(=O)O)=O